5-(6-(benzyloxy)-2-(cyclohex-1-en-1-yl)-3,4-dihydronaphthalen-1-yl)-2-(4-(dimethoxymethyl)piperidin-1-yl)pyridine C(C1=CC=CC=C1)OC=1C=C2CCC(=C(C2=CC1)C=1C=CC(=NC1)N1CCC(CC1)C(OC)OC)C1=CCCCC1